1-benzyl-6-methoxy-6',7'-dihydrospiro[piperidine-4,4-thieno[3,2-c]pyran] C(C1=CC=CC=C1)N1CCC2(OCCC3=C2C=CS3)CC1OC